N-(1-cyclobutyl-3-(methylsulfonyl)allyl)-2-(cyclopropyldifluoromethyl)-4-phenoxypyrimidine-5-carboxamide C1(CCC1)C(C=CS(=O)(=O)C)NC(=O)C=1C(=NC(=NC1)C(F)(F)C1CC1)OC1=CC=CC=C1